C(CN1C(=NC2=C1C=CC(=C2OC)C(=O)N)C2=C(C=CC=C2C=2N=NNN2)F)N2C(=NC1=C2C=CC(=C1OC)C(=O)N)C1=C(C=CC=C1C=1N=NNN1)F 1,1'-(Ethane-1,2-diyl)bis(2-(2-fluoro-6-(2H-tetrazol-5-yl)phenyl)-4-methoxy-1H-benzo[d]imidazole-5-carboxamide)